N-(3-[[(3-cyano-1-[[2-(trimethylsilyl)ethoxy]methyl]pyrazolo[3,4-b]pyridin-5-yl)oxy]methyl]-2,4-difluorophenyl)-5-fluoro-2-methoxypyridine-3-sulfonamide C(#N)C1=NN(C2=NC=C(C=C21)OCC=2C(=C(C=CC2F)NS(=O)(=O)C=2C(=NC=C(C2)F)OC)F)COCC[Si](C)(C)C